2-((4-isopropylphenyl)thio)-1-(4-(trans-2-phenylcyclopropane-1-carbonyl)piperazin-1-yl)ethan tert-butyl-(s)-2-((2-((s)-2,6-dioxopiperidin-3-yl)-1,3-dioxoisoindolin-4-yl)oxy)propanoate C(C)(C)(C)OC([C@H](C)OC1=C2C(N(C(C2=CC=C1)=O)[C@@H]1C(NC(CC1)=O)=O)=O)=O.C(C)(C)C1=CC=C(C=C1)SCCN1CCN(CC1)C(=O)[C@H]1[C@@H](C1)C1=CC=CC=C1